FC1=C(C=C(C=C1)C1(CC(C1)C)C1=NN=CN1C)NC(=O)C=1C(N(C=C(C1)CNC(C)(C)CC)CC(F)(F)F)=O N-(2-fluoro-5-((1s,3s)-3-methyl-1-(4-methyl-4H-1,2,4-triazol-3-yl)cyclobutyl)phenyl)-2-oxo-5-((tert-pentylamino)methyl)-1-(2,2,2-trifluoroethyl)-1,2-dihydropyridine-3-carboxamide